ClC1=C2N(C(C(=N1)N[C@H](CCC)C1=CC=CC=C1)=O)[C@@H](CC2)C(=O)[O-] (S)-1-chloro-4-oxo-3-(((R)-1-phenylbutyl)amino)-4,6,7,8-tetrahydropyrrolo[1,2-a]pyrazine-6-carboxylate